C1=CN=C(N=C1)NS(=O)(=O)C2=CC=C(C=C2)N Diazolone